(R)-6-(3-methoxy-4-(3-methoxypropoxy)phenyl)-1-(2-(2-(methoxymethyl)pyrrolidin-1-yl)Benzo[d]oxazol-6-yl)-4-oxo-1,4-dihydropyridine-3-carboxylic acid COC=1C=C(C=CC1OCCCOC)C1=CC(C(=CN1C1=CC2=C(N=C(O2)N2[C@H](CCC2)COC)C=C1)C(=O)O)=O